N,N-diphenyl-4-(4-(9-phenyl-9H-carbazole-3-yl)isoquinoline-1-yl)aniline C1(=CC=CC=C1)N(C1=CC=C(C=C1)C1=NC=C(C2=CC=CC=C12)C=1C=CC=2N(C3=CC=CC=C3C2C1)C1=CC=CC=C1)C1=CC=CC=C1